C[C@@H]1NC[C@H](N(C1)C(=O)OCC1=CC=CC=C1)CC1=CC(=NC=C1)C Benzyl (2R,5S)-5-methyl-2-((2-methylpyridin-4-yl)methyl)piperazine-1-carboxylate